2-[3-(7-methyl-2,7-diazaspiro[3.5]non-2-yl)-1,2,4-triazin-6-yl]-5-(1-methyl-1H-indazol-5-yl)phenol CN1CCC2(CN(C2)C=2N=NC(=CN2)C2=C(C=C(C=C2)C=2C=C3C=NN(C3=CC2)C)O)CC1